1-(1,3-bis(oleoyloxy) propan-2-yl) 5-(4-formyl-2,6-dimethylphenyl) 3-methylglutarate CC(CC(=O)OC(COC(CCCCCCC\C=C/CCCCCCCC)=O)COC(CCCCCCC\C=C/CCCCCCCC)=O)CC(=O)OC1=C(C=C(C=C1C)C=O)C